FC=1C=C(C=CC1F)C=1C=NC2=CC(=C(C=C2C1)OC)OC 3-(3,4-Difluoro-phenyl)-6,7-dimethoxy-quinoline